BrC=1C=C(C=C2C=CN(C12)C1CC1)S(=O)(=O)CC(C)(C)C 7-bromo-1-cyclopropyl-5-(2,2-dimethylpropylsulfonyl)indole